BrC=1C=C(C(=C2CCN(C12)C(\C=C\C)=O)Cl)F (E)-1-(7-bromo-4-chloro-5-fluoroindolin-1-yl)but-2-en-1-one